1-(3-(4-(ethylsulfonyl)piperazine-1-carbonyl)-6,8-difluoroquinolin-4-yl)-4-methylpiperidine-4-carbonitrile C(C)S(=O)(=O)N1CCN(CC1)C(=O)C=1C=NC2=C(C=C(C=C2C1N1CCC(CC1)(C#N)C)F)F